5-ACETYL-2-PYRIDINECARBOXALDEHYDE C(C)(=O)C=1C=CC(=NC1)C=O